C(C)N1C2=NC(=NC(=C2N=C1)N1CCOCC1)C1=CC(=C(C=C1)OC)C1=NN(C=C1)C 9-ethyl-2-(4-methoxy-3-(1-methyl-1H-pyrazol-3-yl)phenyl)-6-morpholino-9H-purin